2-(1-(methoxymethyl)cyclopropyl)ethanol COCC1(CC1)CCO